(3E)-6-chloro-3-hexenylpropyloxymethyl ether ClCCCCC=CCCCOCOCOCCCC=CCCCCCl